(S)-N-((3-(6-(4-(2-chloropyrimidin-4-yl)piperazin-1-yl)-5-fluoropyridin-3-yl)-2-oxazolidinone-5-yl)methyl)acetamide ClC1=NC=CC(=N1)N1CCN(CC1)C1=C(C=C(C=N1)N1C(O[C@H](C1)CNC(C)=O)=O)F